12-isobutyl-8-(2-(6-methoxypyridin-2-yl)ethyl)-4-oxa-8,12-diazadispiro[2.1.5.3]tridecane C(C(C)C)N1CC2(OC3(CC3)C1)CCN(CC2)CCC2=NC(=CC=C2)OC